dimethyl-(2-acryloyloxyethyl)(3-sulfopropyl)ammonium C[N+](CCCS(=O)(=O)O)(CCOC(C=C)=O)C